(2S,4R)-1-(2-(3-acetyl-1H-indazol-1-yl)acetyl)-N-(cuban-1-ylmethyl)-4-fluoropyrrolidine-2-carboxamide C(C)(=O)C1=NN(C2=CC=CC=C12)CC(=O)N1[C@@H](C[C@H](C1)F)C(=O)NCC12C3C4C5C3C1C5C24